(7s)-7,9,9-trimethyl-2-(3-(3,3,3-trifluoro-2,2-dimethylpropoxy)-1H-pyrazol-1-yl)-6a,7,8,9-tetrahydro-5H-pyrido[2,3-d]pyrrolo[2,1-b][1,3]oxazin-5-one C[C@H]1CC(N2C1OC(C1=C2N=C(C=C1)N1N=C(C=C1)OCC(C(F)(F)F)(C)C)=O)(C)C